Methyl (2-((S)-3-(1-(1-((R)-1-(2,4-dichlorophenyl)ethyl)-3-methyl-1H-pyrazolo[3,4-b]pyrazin-6-yl)azetidin-3-yl)piperidin-1-yl)ethyl)carbamate ClC1=C(C=CC(=C1)Cl)[C@@H](C)N1N=C(C=2C1=NC(=CN2)N2CC(C2)[C@H]2CN(CCC2)CCNC(OC)=O)C